C(C)OC=1C=C(C=CC1OCC)C(=O)N1CCN(CCC1)CCC1=CC=CC=C1 (3,4-Diethoxyphenyl)-[4-(2-phenylethyl)-1,4-di-azepan-1-yl]methanon